O=C1NC(CCC1C1=CC(=C(C=C1)N1CC(C(CC1)CN1CCC2(CC(C2)NC(C2=CC(=CC=C2)OC)=O)CC1)C)F)=O N-(7-((1-(4-(2,6-dioxopiperidin-3-yl)-2-fluorophenyl)-3-methylpiperidin-4-yl)methyl)-7-azaspiro[3.5]non-2-yl)-3-methoxybenzamide